(R)-N-(1-cyclopropyl-4,4-difluoropyrrolidin-3-yl)-5-(imidazo[1,2-a]pyrimidin-6-yl)-4-methoxypyrrolo[2,1-f][1,2,4]triazin-2-amine C1(CC1)N1C[C@H](C(C1)(F)F)NC1=NN2C(C(=N1)OC)=C(C=C2)C=2C=NC=1N(C2)C=CN1